1-(tert-butyl) 4-methyl 3-(trifluoromethyl)piperidine-1,4-dicarboxylate FC(C1CN(CCC1C(=O)OC)C(=O)OC(C)(C)C)(F)F